3-[(2,2-difluoroethyl)amino]-1-methyl-N-(2-[[(2S)-2-methylpyrrolidin-1-yl]methyl]-1H-pyrrolo[3,2-c]pyridin-6-yl)indazole-6-carboxamide FC(CNC1=NN(C2=CC(=CC=C12)C(=O)NC1=CC2=C(C=N1)C=C(N2)CN2[C@H](CCC2)C)C)F